FC=1C2(C3=CC=CC=C3C1C)CC(C(CC2)C(=O)OC)=O methyl 2'-fluoro-3'-methyl-3-oxospiro[cyclohexane-1,1'-indene]-4-carboxylate